FC1=C(C(=CC=C1)F)CN 1-(2,6-difluorophenyl)methanamine